1-((5-(1,6-dimethyl-1H-pyrazolo[3,4-b]pyridin-4-yl)-3-methyl-4,5,6,7-tetrahydro-1H-pyrazolo[4,3-c]pyridin-1-yl)methyl)-N-(2-methoxyethyl)-2-oxabicyclo[2.2.2]octan-4-amine CN1N=CC=2C1=NC(=CC2N2CC1=C(CC2)N(N=C1C)CC12OCC(CC1)(CC2)NCCOC)C